[PH2](OC1=C(C(=CC=C1)CC)CC1=C(C=C(C=C1C)C)C)=O ethyl-2,4,6-trimethylbenzylphenyl phosphinate